C1(CCCC1)C1C(C(CC(C1)=O)C1CCCC1)(C1=C(C=CC=C1C1=C(C=CC=C1OC)OC)C1=C(C=CC=C1OC)OC)P(=O)=O 2,6-dicyclopentyl-1-[2,6-bis(2,6-dimethoxyPhenyl)phenyl]-phosphocyclohexan-4-one